N1-(3,5-Difluoro-3'-(methoxy-d3)-[1,1'-biphenyl]-4-yl)-N-methoxycyclopent-1-ene-1,2-dicarboxamide FC=1C=C(C=C(C1N(C(=O)C1=C(CCC1)C(=O)N)OC)F)C1=CC(=CC=C1)OC([2H])([2H])[2H]